4-({5-[(3S)-3-amino-1,3-dihydrospiro[inden-2,4'-piperidin]-1'-yl]pyrazin-2-yl}sulfanyl)-3-chloro-1,2-dihydropyridin-2-one N[C@@H]1C2=CC=CC=C2CC12CCN(CC2)C=2N=CC(=NC2)SC2=C(C(NC=C2)=O)Cl